C(C)(=O)[C@]1(O)[C@H](OC(C2=CC=CC=C2)=O)[C@H](OC(C2=CC=CC=C2)=O)[C@H](O1)COC(C1=CC=CC=C1)=O acetyl-2,3,5-tri-O-benzoyl-β-D-ribofuranose